N-[3-chloro-4-[4-[[(1-methyl-4-piperidyl)amino]carbamoyl]piperidine-1-carbonyl]phenyl]-5-[2,3-difluoro-4-(fluoromethoxy)phenyl]-1-methyl-imidazole-2-carboxamide ClC=1C=C(C=CC1C(=O)N1CCC(CC1)C(NNC1CCN(CC1)C)=O)NC(=O)C=1N(C(=CN1)C1=C(C(=C(C=C1)OCF)F)F)C